[F].NC1=C2C(=NC=N1)N(N=C2C2=CC(=C(C=C2)OCC2=CC=CC=C2)Cl)C(C)C=2OC1=CC=CC=C1C(C2C2=CC(=CC=C2)F)=O 2-(1-(4-amino-3-(4-(benzyloxy)-3-chlorophenyl)-1H-pyrazolo[3,4-d]pyrimidin-1-yl)ethyl)-3-(3-fluorophenyl)-4H-chromen-4-one fluorine